C(C)(C)(C)OC(=O)N1CCC(CC1)N1N=CC(=C1C)C=1C=C(C=2N(C1)N=CC2C#N)OC(CO[Si](C)(C)C(C)(C)C)C2=NC=C(C=C2)F tert-Butyl-4-(4-{4-[2-[(tert-butyldimethylsilyl)oxy]-1-(5-fluoropyridin-2-yl)ethoxy]-3-cyanopyrazolo[1,5-a]pyridin-6-yl}-5-methylpyrazol-1-yl)piperidine-1-carboxylate